BrC1=CC=C(C=C1)C(=C(C#N)C#N)O 2-[(4-Bromophenyl)-hydroxy-methylene]malononitrile